7-azatryptophan N[C@@H](CC1=CNC2=NC=CC=C12)C(=O)O